C1=NC=CC2=CC(=CC=C12)[C@@H]1N(C[C@H](CC1)C)C(C(=O)NC1=NC=CC=C1C(=O)N)=O [[2-[(2R,5S)-2-(6-isoquinolyl)-5-methyl-1-piperidyl]-2-oxo-acetyl]amino]pyridine-3-carboxamide